FC=1C=C(C=CC1)C=1C=C2C(=NC1)NCN2CC=2C=NC=C(C2)C 6-(3-Fluorophenyl)-1-[(5-methyl-3-pyridyl)methyl]-3H-imidazo[4,5-b]pyridin